[Br].ClCCCCCCCCCCCCCCCCCCC chlorononadecane bromine